4-(3-((5-cyclopropyl-2-((1-(1-ethylpiperidin-4-yl)-3-methyl-1H-pyrazol-4-yl)amino)pyrimidin-4-yl)amino)propyl)-1,4-oxazepan-5-one C1(CC1)C=1C(=NC(=NC1)NC=1C(=NN(C1)C1CCN(CC1)CC)C)NCCCN1CCOCCC1=O